NC1=C(C=C(C=C1)C=1SC=CC1)NC(OCC1CN(C1)C(C)=O)=O (1-acetylazetidin-3-yl)methyl (2-amino-5-(thiophen-2-yl)phenyl)carbamate